5-(2-(((tert-butyldimethylsilyl)oxy)methyl)-4-fluorophenoxy)pyridin-2-amine [Si](C)(C)(C(C)(C)C)OCC1=C(OC=2C=CC(=NC2)N)C=CC(=C1)F